FC1=C(C=C(C=C1F)F)C1(N=C(C(=N1)C1=CC(=CC=C1)OC)C1=CC(=CC=C1)OC)C1(N=C(C(=N1)C1=CC(=CC=C1)OC)C1=CC(=CC=C1)OC)C1=C(C(=CC(=C1)F)F)F bis-(2,3,5-trifluorophenyl)-4,4',5,5'-tetrakis-(3-methoxyphenyl)-biimidazole